CC1([C@H](C1)C(=O)C1NCC12CNCC2C(=O)N)C ((S)-2,2-dimethylcyclopropanecarbonyl)-2,6-diazaspiro[3.4]octane-8-carboxamide